N-(2-chloro-3-((3,5-dimethyl-4-oxo-3,4-dihydroquinazolin-6-yl)amino)-4-fluorophenyl)-3-Methoxyazetidine-1-sulfonamide trifluoroacetate salt FC(C(=O)O)(F)F.ClC1=C(C=CC(=C1NC=1C(=C2C(N(C=NC2=CC1)C)=O)C)F)NS(=O)(=O)N1CC(C1)OC